C(C)(C)(C)OC(=O)N1CCC(CC1)C(C(=O)OCC)C1=NC2=CC(=NC=C2C=C1)Cl 4-[1-(7-chloro-1,6-naphthyridin-2-yl)-2-ethoxy-2-oxoethyl]piperidine-1-carboxylic acid tert-butyl ester